FC1=C(C=CC(=C1)C)C(CCC)=O 1-(2-fluoro-4-methylphenyl)butan-1-one